ClC=1C=CC2=C(NC(=N2)CCC[C@@H]2CC[C@@H](CC2)C2=C(C(=NC=C2)F)C)C1 6-chloro-2-(1-((cis)-4-(2-fluoro-3-methylpyridin-4-yl)cyclohexyl)-3-propyl)-1H-benzo[d]imidazole